1-[4-(2-Bromo-5-fluorophenoxy)piperidin-1-yl]-2-{3-[(2R,6S)-2,6-dimethylmorpholin-4-carbonyl]-5,6-dihydrocyclopenta[c]pyrazol-1(4H)-yl}ethan-1-on BrC1=C(OC2CCN(CC2)C(CN2N=C(C3=C2CCC3)C(=O)N3C[C@H](O[C@H](C3)C)C)=O)C=C(C=C1)F